OC=1C(=NC=CC1)C=1C=C(SC1)C(=O)NC1=CC(=CC=C1)NS(=O)(=O)C 4-(3-hydroxypyridin-2-yl)-N-(3-(methylsulfonamido)phenyl)thiophene-2-carboxamide